C(C)(C)(C)C1=C(C=CC(=C1)F)N1CN(C(C2=CC=C(C=C12)C(F)(F)F)=O)C1=C(NC(C=C1)=O)C Racemic-1-(2-(tert-butyl)-4-fluorophenyl)-3-(2-methyl-6-oxo-1,6-dihydropyridin-3-yl)-7-(trifluoromethyl)-2,3-dihydroquinazolin-4(1H)-one